CC=1C=C(C=CC1OC1=CC2=C(N(C=N2)C)C=C1)NC1=NC=NC=C1C=1OC=C(N1)C(=O)OC Methyl 2-(4-((3-methyl-4-((1-methyl-1H-benzoimidazol-5-yl)oxy)phenyl)amino)pyrimidin-5-yl)oxazole-4-carboxylate